BrCCCCCCOC(CCCCC(OC\C=C/CCCCCC)OC\C=C/CCCCCC)=O 6,6-bis(((Z)-non-2-en-1-yl)oxy)hexanoic acid 6-bromohexyl ester